6-(4-fluorobenzyl)-N,3-dimethyl-5-((2-(pyrrolidin-1-yl)ethyl)amino)pyrazine-2-carboxamide FC1=CC=C(CC2=C(N=C(C(=N2)C(=O)NC)C)NCCN2CCCC2)C=C1